OC1=C(C(=CC(=C1)C(F)(F)F)C)C=1C(N(C(=NN1)N[C@H]1CN(CCC1)CCO)C)=O (R)-6-(2-Hydroxy-6-methyl-4-(trifluoromethyl)phenyl)-3-((1-(2-hydroxyethyl)piperidin-3-yl)amino)-4-methyl-1,2,4-triazine-5(4H)-one